ethyl 2-amino-3-vinylbenzoate NC1=C(C(=O)OCC)C=CC=C1C=C